1-(4,4,5,5-tetramethyl-1,3,2-dioxaborolan-2-yl)-5-(2,2,2-trifluoroethyl)-5-azaspiro[2.4]heptane CC1(OB(OC1(C)C)C1CC12CN(CC2)CC(F)(F)F)C